C[C@H]1NCCC1 (R)-2-methyltetrahydro-1H-pyrrol